5,8-dichloro-2-[(4-methoxy-6-methyl-2-oxo-1H-pyridin-3-yl)methyl]-7-[(R)-methoxy(oxetan-3-yl)methyl]-3,4-dihydroisoquinolin-1-one ClC1=C2CCN(C(C2=C(C(=C1)[C@@H](C1COC1)OC)Cl)=O)CC=1C(NC(=CC1OC)C)=O